N-[(1S)-1-(1-cyclopropylbenzimidazol-5-yl)ethyl]-2,5,6-trimethyl-pyrimidin-4-amine C1(CC1)N1C=NC2=C1C=CC(=C2)[C@H](C)NC2=NC(=NC(=C2C)C)C